Isopropoxycarbonyl-2-azaspiro[3.5]Nonane-2,7-dicarboxylic acid tert-butyl ester C(C)(C)(C)OC(=O)N1C(C2(C1)CCC(CC2)C(=O)O)C(=O)OC(C)C